(dimethylphosphoryl)-2-(prop-2-yn-1-ylamino)benzoic acid CP(=O)(C)C=1C(=C(C(=O)O)C=CC1)NCC#C